NC1=C2N=CN(C2=NC=N1)CC(=O)N1[C@@H]2C[C@@H]2C[C@H]1C(=O)NCCC(C)(C)C (1R,3S,5R)-2-(2-(6-amino-9H-purin-9-yl)acetyl)-N-(3,3-dimethylbutyl)-2-azabicyclo[3.1.0]hexane-3-carboxamide